ClC=1C(=C2C=3C(=C4C(=NC3C1)C1=CC3=C(C(N1C4)=O)COC([C@]3(O)CC)=O)[C@H](CC2)CC(=O)N)C ((1R,9S)-5-chloro-9-ethyl-9-hydroxy-4-methyl-10,13-dioxo-2,3,9,10,13,15-hexahydro-1H,12H-benzo[de]pyrano[3',4':6,7]indolizino[1,2-b]quinolin-1-yl)acetamide